CSC1=C(C=CC(=C1)OC1=CC=NC=2NC(C=NC21)=O)NC(OC(C)(C)C)=O tert-butyl N-{2-methylsulfanyl-4-[(3-oxo-4H-pyrido[2,3-b]pyrazin-8-yl)oxy]phenyl}carbamate